6-(4-(dimethoxymethyl)piperidin-1-yl)-2-methylpyridin-3-ol COC(C1CCN(CC1)C1=CC=C(C(=N1)C)O)OC